BrC1=C(C(=C(C=C1)C)F)C 1-bromo-2,4-dimethyl-3-fluorobenzene